4-carboxy-2-((4,7,10-tris(carboxymethyl)-1,4,7,10-tetraazacyclododec-1-yl)methyl)pyridine 1-oxide C(=O)(O)C1=CC(=[N+](C=C1)[O-])CN1CCN(CCN(CCN(CC1)CC(=O)O)CC(=O)O)CC(=O)O